7-methyl-2-(2-(pyridin-3-yl)phenoxy)-7H-pyrrolo[2,3-d]pyrimidine CN1C=CC2=C1N=C(N=C2)OC2=C(C=CC=C2)C=2C=NC=CC2